(4-amino-3,5-difluorophenyl)(8-(6-(trifluoromethyl)quinolin-7-yl)indolizin-3-yl)methanone NC1=C(C=C(C=C1F)C(=O)C1=CC=C2C(=CC=CN12)C1=C(C=C2C=CC=NC2=C1)C(F)(F)F)F